ClC=1C=C(C=NC1N1N=CC=N1)OC1=CC=C(C=C1)C(C)(C)C1=CC=C(OC2CC(C2)NC(OC(C)(C)C)=O)C=C1 tert-butyl ((1r,3r)-3-(4-(2-(4-((5-chloro-6-(2H-1,2,3-Triazol-2-yl)pyridin-3-yl)oxy)phenyl)propan-2-yl)phenoxy)cyclobutyl)carbamate